ClC=1C(=NC(=NC1)NC=1C=NN(C1)C1CCN(CC1)C(C(C)(C)C)=O)C1=CC=C(C(=O)O)C=C1 4-(5-Chloro-2-((1-(1-pivaloylpiperidin-4-yl)-1H-pyrazol-4-yl)amino)pyrimidin-4-yl)benzoic Acid